ClC1=NC=C(C(=C1)N1C(C(=C(C=C1C)O)Cl)=O)CF 2',3-dichloro-5'-(fluoromethyl)-4-Hydroxy-6-methyl-2H-[1,4'-bipyridyl]-2-one